8-chloro-3-ethyl-9-fluoro-1-(4-methoxybenzyl)-6-methyl-1H-pyrimido[4,5,6-de]quinazoline-2,5(3H,6H)-dione ClC=1C=C2C=3C(N(C(N(C3C1F)CC1=CC=C(C=C1)OC)=O)CC)=NC(N2C)=O